C(C)N(CC)CC=1C=CC(=NC1)/C=C/C1=NNC2=CC(=CC=C12)SC1=CC(=C(C(=O)NCC)C=C1)F 4-({3-[(E)-2-{5-[(diethylamino)methyl]pyridin-2-yl}vinyl]-1H-indazol-6-yl}thio)-N-ethyl-2-fluorobenzamide